C(C)OC(=O)C1=C(N=C(N1)[C@H]1[C@H](C1)F)C1=CC=C(C=C1)Br 4-(4-bromophenyl)-2-((cis)-2-fluorocyclopropyl)-1H-imidazole-5-carboxylic acid ethyl ester